2-[(methylsulfonyl)amino]-2-(trifluoromethyl)benzoic acid CS(=O)(=O)NC1(C(C(=O)O)C=CC=C1)C(F)(F)F